butyl (2R,4S)-4-(aminomethyl)-2-[2,3-dichloro-6-(methoxymethoxy)phenyl]pyrrolidine-1-carboxylate NC[C@@H]1C[C@@H](N(C1)C(=O)OCCCC)C1=C(C(=CC=C1OCOC)Cl)Cl